Rhodium-cobalt [Co].[Rh]